1-Cyclopropyl-2-(4-isopropylpyrimidin-5-yl)-1H-benzo[d]imidazol-6-carbonitril C1(CC1)N1C(=NC2=C1C=C(C=C2)C#N)C=2C(=NC=NC2)C(C)C